1-(2-chloro-5-((1-methyl-1H-pyrazol-4-yl)ethynyl)pyridin-4-yl)-4-((dimethylamino)methyl)piperidin-4-ol ClC1=NC=C(C(=C1)N1CCC(CC1)(O)CN(C)C)C#CC=1C=NN(C1)C